C(C)(C)N1N=C(C=C1C(=O)NCC1=NOC(C1)(C(=O)OCC)CC1=CC(=CC=C1)C)C1=NC=CC=C1 Ethyl 3-((1-isopropyl-3-(pyridin-2-yl)-1H-pyrazole-5-carboxamido)methyl)-5-(3-methylbenzyl)-4,5-dihydroisoxazole-5-carboxylate